C=C1CN(S(N(C1)C1=CC=CC=C1)(=O)=O)CC(=O)NC1C2CC3CC(CC1C3)C2 4-(2-(4-methylene-1,1-dioxido-6-phenyl-1,2,6-thiadiazinan-2-yl)acetamido)adamantane